6-isopropenyl-3-methyl-9-decenylacetate C(=C)(C)C(CCC(CCCC(=O)[O-])C)CCC=C